4-[1-(4-Methylphenyl)ethyl]benzene-1,3-diol CC1=CC=C(C=C1)C(C)C1=C(C=C(C=C1)O)O